TBDMSether [Si](C)(C)(C(C)(C)C)O[Si](C)(C)C(C)(C)C